O=C1NC(CCC1NC=1C=C(C=CC1)NC(CN1CCN(CC1)C(=O)OC(C)(C)C)=O)=O Tert-butyl 4-(2-((3-((2,6-dioxopiperidin-3-yl)amino)phenyl)amino)-2-oxoethyl)-piperazine-1-carboxylate